ClC1=NC=C(C(=N1)NC=1C(=CC=CC1)N)OCC1=CC=C(C=C1)C N1-(2-chloro-5-((4-methylbenzyl)oxy)pyrimidin-4-yl)benzene-1,2-diamine